C1(=CC=C(C=C1)C)OP(OC1=CC=C(C=C1)C)(OC1=CC=C(C=C1)C)=O phosphoric acid tricresylester